tert-butyl N-[5-[[2-[(2S,5R)-2-(3,5-difluorophenyl)-5-methyl-1-piperidyl]-2-oxo-acetyl]amino]-3-methyl-2-pyridyl]carbamate FC=1C=C(C=C(C1)F)[C@H]1N(C[C@@H](CC1)C)C(C(=O)NC=1C=C(C(=NC1)NC(OC(C)(C)C)=O)C)=O